3-hydroxyphenyl-methylene-1,5-dimethyl-pyrrolidine methyl-7-trifluoromethyl-4H-benzo[b]imidazo[1,5-d][1,4]oxazine-3-carboxylate COC(=O)C=1N=CN2C3=C(OCC21)C=C(C=C3)C(F)(F)F.OC=3C=C(C=CC3)C3C(N(C(C3)C)C)=C